ClC=1C=C(CN2CC=3C(N(C=4N(C3CC2)C=CN4)CC4=CC=C(C=C4)OC)=O)C=CC1 7-(3-chlorobenzyl)-4-(4-methoxybenzyl)-6,7,8,9-tetrahydroimidazo[1,2-a]pyrido[3,4-e]pyrimidine-5(4H)-one